phenyl-(p-tolyl)phosphine oxide C1(=CC=CC=C1)P(C1=CC=C(C=C1)C)=O